C(C1=CC=CC=C1)N1C[C@H](C[C@H]1CNC(=O)C=1C=C(C=C(C1)C1=CC=C(C=C1)F)C1=CC=C(C=C1)F)CN(C(OC(C)(C)C)=O)C tert-butyl (((3S,5S)-1-benzyl-5-((4,4''-difluoro-[1,1':3',1''-terphenyl]-5'-carboxamido)methyl)pyrrolidin-3-yl)methyl)(methyl)carbamate